2-(2,2-difluorovinyl)-2'-methyl-spiro[4,5-dihydrothieno[2,3-C]pyran-7,4'-piperidine]-1'-carboxylic acid tert-butyl ester C(C)(C)(C)OC(=O)N1C(CC2(CC1)OCCC1=C2SC(=C1)C=C(F)F)C